(1-{2-[(4-chloro-2-fluorophenyl)methoxy]-3-(trifluoromethyl)-5,6,7,8-tetrahydro-1,7-naphthyridin-7-yl}ethyl)-7-fluoro-1-{[(2S)-oxetan-2-yl]methyl}-1H-1,3-benzodiazole-6-carboxylic acid ClC1=CC(=C(C=C1)COC1=NC=2CN(CCC2C=C1C(F)(F)F)C(C)C1=NC2=C(N1C[C@H]1OCC1)C(=C(C=C2)C(=O)O)F)F